(R)-4-(2-oxo-pyrrolidine-1-yl)-3-(4-methylphenyl)-N-((R)-1-(2-(trifluoromethyl)pyrimidine-5-yl)ethyl)-4,5-dihydro-1H-pyrazole-1-carboxamide O=C1N(CCC1)[C@H]1C(=NN(C1)C(=O)N[C@H](C)C=1C=NC(=NC1)C(F)(F)F)C1=CC=C(C=C1)C